2-(2,6-Dioxopiperidin-3-yl)-5-(2-piperazin-1-ylethylamino)isoindole-1,3-dione O=C1NC(CCC1N1C(C2=CC=C(C=C2C1=O)NCCN1CCNCC1)=O)=O